FC(OC=1C=C(C=CC1)C1=CC(=C(S1)C)C(=O)NC1=NC(=NS1)CN1CCOCC1)F 5-(3-(Difluoromethoxy)phenyl)-2-methyl-N-(3-(morpholinomethyl)-1,2,4-thiadiazol-5-yl)thiophene-3-carboxamide